C(C)SC1=NC(=CC(=C1C(=O)NCC1=CC(=CC=C1)F)OC)N1CCOCC1 2-Ethylsulfanyl-N-[(3-fluorophenyl)-methyl]-4-methoxy-6-morpholin-4-yl-pyridine-3-carboxylic acid amide